C(N)(=O)C=1C=C(C=CC1)C=1CC(CN(C1)CC1=CC=C(C=C1)C(F)(F)F)CC(=O)OCC ethyl 2-(5-(3-carbamoylphenyl)-1-(4-(trifluoromethyl)benzyl)-1,2,3,4-tetrahydropyridin-3-yl)acetate